3-{acetyl[1-(tert-butoxycarbonyl)piperidin-4-yl]amino}benzoic acid C(C)(=O)N(C=1C=C(C(=O)O)C=CC1)C1CCN(CC1)C(=O)OC(C)(C)C